OC(=O)C(F)(F)F.CC1=C2C(=NC=C1)CNC2 4-methyl-6,7-dihydro-5H-pyrrolo[3,4-b]pyridine TFA salt